ClC=1C(=C(NC2=C(C=NC3=CC=C(N=C23)O[C@@H]2CNCC2)C#N)C=CC1OCC1CC1)F 4-[3-chloro-4-(cyclopropylmethoxy)-2-fluoro-anilino]-6-[(3S)-pyrrolidin-3-yl]oxy-1,5-naphthyridine-3-carbonitrile